C1=CC=CC=2[GeH2]C3=C(C21)C=CC=C3 dibenzogermole